tert-butyl 1-(2-(3-fluoro-5-(trifluoromethyl)benzyl)pyridin-4-yl)-4-oxo-1,4,6,7-tetrahydro-5H-pyrazolo[4,3-c]pyridine-5-carboxylate FC=1C=C(CC2=NC=CC(=C2)N2N=CC=3C(N(CCC32)C(=O)OC(C)(C)C)=O)C=C(C1)C(F)(F)F